Methyl (2R,4R)-4-(6-chloro-8-(2-((2,5-dioxopyrrolidin-1-yl)methyl)thieno[3,2-b]pyridin-7-yl)-3,4-dihydroquinolin-1(2H)-yl)-2-methylpyrrolidine-2-carboxylate ClC=1C=C2CCCN(C2=C(C1)C1=C2C(=NC=C1)C=C(S2)CN2C(CCC2=O)=O)[C@@H]2C[C@@](NC2)(C(=O)OC)C